FC1=C2C=CNC2=CC(=C1OC=1C=CC(=C(C1)C1=NC2=C(C(NCC2)C=2C(=C(C=CC2)CCC(=O)O)F)N1)F)F 3-(3-(2-(5-((4,6-Difluoro-1H-indol-5-yl)oxy)-2-fluorophenyl)-4,5,6,7-tetrahydro-3H-imidazo[4,5-c]pyridin-4-yl)-2-fluorophenyl)propanoic acid